OC(=O)C(F)(F)F.FC=1C(=C(C=CC1F)C1CCN(CC1)C(=O)C1=NNC=2CNCCC21)C(F)(F)F (4-(3,4-difluoro-2-(trifluoromethyl)phenyl)piperidin-1-yl)(4,5,6,7-tetrahydro-1H-pyrazolo[3,4-c]pyridin-3-yl)methanone TFA salt